FC1CN(CCC1NC1=CC=CC2=C1SC(=C2CC(F)(F)F)C#CCNC2=C(C=C(C=C2)S(=O)(=O)N)OC)C 4-((3-(7-(((Z)-3-fluoro-1-methylpiperidin-4-yl)amino)-3-(2,2,2-trifluoroethyl)benzo[b]thiophen-2-yl)prop-2-yn-1-yl)amino)-3-methoxybenzenesulfonamide